FC1=C(C=CC(=C1)F)S(=O)(=O)NC=1C(=NC=C(C1)C=1C=C2C(=NC=NC2=CC1)N1CCN(CC1)C(=O)C1=CC(CCC1)=O)OC 2,4-difluoro-N-(2-methoxy-5-(4-(4-(3-oxocyclohex-1-ene-1-carbonyl)piperazin-1-yl)quinazolin-6-yl)pyridin-3-yl)benzenesulfonamide